1-(1-benzofuran-7-yl)-3-(3-methyl-4-phenoxyphenyl)urea O1C=CC2=C1C(=CC=C2)NC(=O)NC2=CC(=C(C=C2)OC2=CC=CC=C2)C